N,N-dimethyl-carbamic acid CN(C(O)=O)C